COCCCNS(=O)(=O)C1=CC=CC=C1 N-(3-methoxypropyl)benzenesulfonamide